ClC(C=1SC=C(N1)C1CC1)C1=CC=C(C=C1)F 2-(chloro(4-fluorophenyl)methyl)-4-cyclopropylthiazole